7-((adamantan-1-yl)(methyl)amino)-N-(4-(2,4-dioxotetrahydropyrimidin-1(2H)-yl)phenyl)heptylamide C12(CC3CC(CC(C1)C3)C2)N(C(CCCCCC[NH-])C2=CC=C(C=C2)N2C(NC(CC2)=O)=O)C